(S)-1-(2,3-Dihydro-1H-inden-4-yl)ethanamine hydrochloride Cl.C1CCC2=C(C=CC=C12)[C@H](C)N